O(CC)C1=C(C=CC(=C1)N)C1=C(C=C(C=C1)N)OCC 2,2'-diethoxyl-4,4'-diaminobiphenyl